3-((3-chloro-2-methylphenyl)amino)-N-(4-(piperazin-1-yl)phenyl)-[1,1'-biphenyl]-4-carboxamide ClC=1C(=C(C=CC1)NC=1C=C(C=CC1C(=O)NC1=CC=C(C=C1)N1CCNCC1)C1=CC=CC=C1)C